CC1(CCC2=CC=CC=C12)C 2,3-dihydro-1,1-dimethyl-1h-indene